5-(4-(3-(2,5-dioxo-1,2,3,4,5,6-hexahydro-1,6-naphthyridin-7-yl)pyrrolidin-1-yl)piperidin-1-yl)-N-methylpicolinamide O=C1NC=2C=C(NC(C2CC1)=O)C1CN(CC1)C1CCN(CC1)C=1C=CC(=NC1)C(=O)NC